FC(C(=O)O)(F)F.N[C@H]1[C@H](CCCC1(F)F)O (1S,2S)-2-amino-3,3-difluorocyclohexan-1-ol 2,2,2-trifluoroacetate